COC1=CC=C(COC=2C(=C(C=O)C=C(C2)C)B2OC(C(O2)(C)C)(C)C)C=C1 ((4-methoxybenzyl)oxy)-5-methyl-2-(4,4,5,5-tetramethyl-1,3,2-dioxaborolan-2-yl)benzaldehyde